NC1=NC2=CC=C(C=C2C=C1CO)C(=O)N(CC1=NC=C(C=C1)C(F)(F)F)C(C)C1=NC=CC=N1 2-amino-3-(hydroxymethyl)-N-(1-(pyrimidin-2-yl)ethyl)-N-((5-(trifluoromethyl)pyridin-2-yl)methyl)quinoline-6-carboxamide